5-Bromo-2-(hydroxymethyl)benzamide BrC=1C=CC(=C(C(=O)N)C1)CO